C1(CC1)C=1C=2N(C=C(C1)C(=O)N1[C@@H](C3=CC=CC=C3CC1)C)C=C(N2)C2=C(C=C(C=C2)[C@H]2[C@@H](C2)C(=O)NS(=O)(=O)C)F Trans-2-(4-{8-Cyclopropyl-6-[(1R)-1-methyl-1,2,3,4-tetrahydroisoquinoline-2-carbonyl]imidazo[1,2-a]pyridin-2-yl}-3-fluorophenyl)-N-methanesulfonylcyclopropane-1-carboxamide